C(C1=CC=CC=C1)C1=NC(=C2N1CCN(C2)C(=O)C=2NC=CC2)C(=O)NC2=CC(=CC=C2)[C@H](C)O (S)-3-benzyl-N-(3-(1-hydroxyethyl)phenyl)-7-(1H-pyrrole-2-carbonyl)-5,6,7,8-tetrahydroimidazo[1,5-a]Pyrazine-1-carboxamide